OC(O)C(CO)(CO)CO hydroxypentaerythritol